C(C1=CC=CC=C1)OC=1C(=C(C=C(C1)C1=C(C=CC(=C1)C)S(=O)(=O)[O-])C1=C(C=CC(=C1)C)S(=O)(=O)[O-])C(=O)N1CC2=CC=C(C=C2C1)CN1CCN(CC1)CCCCCNC(=O)OC(C)(C)C 5-(benzyloxy)-4-(5-((4-(5-((tert-butoxycarbonyl) amino) pentyl) piperazin-1-yl) methyl) isoindoline-2-carbonyl)-1,3-phenylenebis(4-methylbenzenesulfonate)